C(CCOC1=CC2=C(SC(=C2)C(CCCN)=O)C=C1OC)OC1=CC2=C(SC(=C2)C(CCCN)=O)C=C1OC 1'-((propane-1,3-diylbis(oxy))bis(6-methoxybenzo[b]thiophen-5,2-diyl))bis(4-aminobutan-1-one)